n-methyl-4-nitrophthalimide CN1C(C=2C(C1=O)=CC(=CC2)[N+](=O)[O-])=O